(5-methylthiazol-2-yl)-4-(pyrrolidin-1-yl)quinoline-6-carboxylic acid methyl ester COC(=O)C=1C=C2C(=CC(=NC2=CC1)C=1SC(=CN1)C)N1CCCC1